C(C)(=O)N1CCC2(CC(C(N2)=O)CC(C=O)NC([C@H](CC2CCCCC2)NC(=O)C=2NC3=CC=CC(=C3C2)OC)=O)CC1 N-((2S)-1-((1-(8-acetyl-2-oxo-1,8-diazaspiro[4.5]decan-3-yl)-3-oxopropan-2-yl)amino)-3-cyclohexyl-1-oxopropan-2-yl)-4-methoxy-1H-indole-2-carboxamide